O1C(CCCC1)OCC1=CC=C(O1)C=O 5-(((tetrahydro-2H-pyran-2-yl)oxy)methyl)furan-2-carbaldehyde